C(#N)C1CN(C1)S(=O)(=O)N1C[C@H](CCC1)C(=O)N1[C@H](CCC1)C(=O)N[C@H](CC)C1=CC=C(C=C1)OC 1-(((3S)-1-((3-cyano-1-azetidinyl)sulfonyl)-3-piperidinyl)carbonyl)-N-((1R)-1-(4-methoxyphenyl)propyl)-D-prolinamide